NC1=C(C(=NN1C)C1C[C@H]2CC(C[C@H]2C1)(O)C1=CC(=NN1C)N)C(=O)NC1=CC(=C(C=C1)F)Cl 5-amino-3-((2s,3aR,5r,6aS)-5-(3-amino-1-methyl-1H-pyrazol-5-yl)-5-hydroxyoctahydropentalen-2-yl)-N-(3-chloro-4-fluorophenyl)-1-methyl-1H-pyrazole-4-carboxamide